3-amino-4-cyano-N,N-dimethyl-1H-pyrazole-1-carboxamide NC1=NN(C=C1C#N)C(=O)N(C)C